glycerol trimesylate S(C)(=O)(=O)OCC(OS(C)(=O)=O)COS(C)(=O)=O